C(=O)(O)C1=C(C2=CC=CC=C2C=C1)C(=O)NC1=CC=CC=C1 carboxynaphthaleneanilide